ClC=1C=C2N=CC=3N(CC(C3N2N1)(C)C)C(=O)OC(C)(C)C tert-butyl 11-chloro-3,3-dimethyl-1,5,8,12-tetraazatricyclo[7.3.0.02,6]dodeca-2(6),7,9,11-tetraene-5-carboxylate